5-(5-bromo-3-(2,5-dimethyl-1H-pyrrol-1-yl)-1H-pyrazol-1-yl)-1H-indazole BrC1=CC(=NN1C=1C=C2C=NNC2=CC1)N1C(=CC=C1C)C